N,N-dimethyl-p-aminobenzoyl chloride CN(C1=CC=C(C(=O)Cl)C=C1)C